BrC(=CCC(F)(F)F)Cl bromochlorotrifluorobutene